FC=1C=C(C=CC1F)C1=C(C(=O)O)C=CN=C1OC 3-(3,4-difluorophenyl)-2-methoxyisonicotinic acid